C(C1=CC=CC=C1)OCNC1CC1 ((benzyloxy)methyl)cyclopropylamine